tertbutyl ((3s)-3-((tert-butyldimethylsilyl)oxy)-5-(2-chloro-6-fluoro-4-(trifluoromethyl)phenyl)-5-hydroxypentyl)carbamate [Si](C)(C)(C(C)(C)C)O[C@@H](CCNC(OC(C)(C)C)=O)CC(O)C1=C(C=C(C=C1F)C(F)(F)F)Cl